CN1C=C(N=CC1=O)C(=O)Cl 4-methyl-5-oxo-4,5-dihydropyrazine-2-carbonyl chloride